ClC=1C=NC(=C(C(=O)NC2CCC(CC2)CN2C(N(C3=C2C=CC=C3)CC(C3=CC=CC=C3)=O)=O)C1)C 5-chloro-2-methyl-N-((1r,4r)-4-((2-oxo-3-(2-oxo-2-phenylethyl)-2,3-dihydro-1H-benzo[d]imidazol-1-yl)methyl)cyclohexyl)nicotinamide